tert-butyl 3-(2,3-dichloro-6-fluorophenyl)-3-(pyrazolo[1,5-a]pyridin-6-ylamino)pyrrolidine-1-carboxylate ClC1=C(C(=CC=C1Cl)F)C1(CN(CC1)C(=O)OC(C)(C)C)NC=1C=CC=2N(C1)N=CC2